BrC1=C(C=CC(=C1)F)[C@@H]1N=C(NC(=C1C(=O)OCC)CBr)C=1SC=CN1 (R)-ethyl 4-(2-bromo-4-fluoro phenyl)-6-(bromomethyl)-2-(thiazol-2-yl)-1,4-dihydropyrimidine-5-carboxylate